[C@H]1(CCN2CCCC[C@@H]12)NC1=NN=C(C=2N1N=CC2)C2=C(C=C(C=C2)C(F)(F)F)O 2-(7-(((1R,8aS)-octahydroindolizin-1-yl)amino)pyrazolo[1,5-d][1,2,4]triazin-4-yl)-5-(trifluoromethyl)phenol